O1C(=CC=C1)CNC(=O)C1=NN(C=C1)CC=1SC(=CC1)C1=NOC(=N1)C(F)(F)F N-(2-furylmethyl)-1-[[5-[5-(trifluoromethyl)-1,2,4-oxadiazol-3-yl]-2-thienyl]methyl]pyrazole-3-carboxamide